CP(=O)(C)C1=CC(=C(CC2CC3(CN(C3)C(=O)N3CC4(C3)NC(CC4)=O)C2)C=C1)F 2-[6-(4-dimethylphosphoryl-2-fluoro-benzyl)-2-azaspiro[3.3]heptane-2-carbonyl]-2,5-diazaspiro[3.4]octan-6-one